C12CNCC(N1C1=CC(=C(C(=O)NC)C=C1)F)C2 4-(3,6-diazabicyclo[3.1.1]heptane-6-yl)-2-fluoro-N-methylbenzamide